N-(3-(difluoromethyl)-1-((1r,4r)-4-(hydroxymethyl)cyclohexyl)-1H-pyrazol-4-yl)-5-morpholinopyrazolo[1,5-a]pyrimidine-3-carboxamide FC(C1=NN(C=C1NC(=O)C=1C=NN2C1N=C(C=C2)N2CCOCC2)C2CCC(CC2)CO)F